di(pent-4-en-1-yl) sulfite S(=O)(OCCCC=C)OCCCC=C